Cl.FC(C1(CCNC2(CC2)C1)CO)F [7-(difluoromethyl)-4-azaspiro[2.5]octan-7-yl]methanol hydrochloride